[rac-(2S)-2-(difluoromethyl)pyrrolidin-1-yl]-[rac-(5R,7R)-7-fluoro-5-phenyl-6,7-dihydro-5H-pyrrolo[1,2-b][1,2,4]triazol-2-yl]methanone FC([C@H]1N(CCC1)C(=O)C=1N=C2N(N1)[C@H](C[C@H]2F)C2=CC=CC=C2)F |r|